C(#N)N1C[C@H](CC1)C(=O)NC1=NC=CC(=C1)N1CCCC1 (S)-1-cyano-N-(4-(pyrrolidin-1-yl)pyridin-2-yl)pyrrolidine-3-carboxamide